ClC=1C=CC=C2C=CC=C(C12)C1=C(C=2N=C(N=C(C2C=N1)N1C[C@H]2CC[C@@H](C1)N2C(=O)OC(C)(C)C)OCC2(CCN(CC2)C)F)F tert-butyl (1R,5S)-3-(7-(8-chloronaphthalen-1-yl)-8-fluoro-2-((4-fluoro-1-methylpiperidin-4-yl)methoxy)pyrido[4,3-d]pyrimidin-4-yl)-3,8-diazabicyclo[3.2.1]octane-8-carboxylate